N-[4-[4-[6-chloro-4-(trifluoromethyl)-2-pyridinyl]piperazin-1-yl]sulfonylphenyl]-2-methyl-4,6-dihydropyrrolo[3,4-c]pyrazole-5-carboxamide ClC1=CC(=CC(=N1)N1CCN(CC1)S(=O)(=O)C1=CC=C(C=C1)NC(=O)N1CC2=NN(C=C2C1)C)C(F)(F)F